triazolotetrazine C12=NNN=C1N=NN=N2